BrC=1C(=CC2=C(C=CN2)C1)F 5-bromo-6-fluorobenzo[d]Azole